(R)-1-(2-chloro-4-hydroxy-phenyl)-6-fluoro-4-oxo-7-(2-((pyridin-2-yloxy)methyl)pyrrolidin-1-yl)-1,4-dihydro-quinoline-3-carboxylic acid ClC1=C(C=CC(=C1)O)N1C=C(C(C2=CC(=C(C=C12)N1[C@H](CCC1)COC1=NC=CC=C1)F)=O)C(=O)O